8-(2-fluorophenyl)-1,4-dioxaspiro[4.5]decane FC1=C(C=CC=C1)C1CCC2(OCCO2)CC1